4-methyl-N,N-bistetradecyl-p-toluenesulfonamide CC1(CC=C(C)C=C1)S(=O)(=O)N(CCCCCCCCCCCCCC)CCCCCCCCCCCCCC